O=C1NC(CCC1N1C(C2=CC=CC(=C2C1=O)NCCOCCOCCOCCOCCOCCOCCC(=O)OC(C)(C)C)=O)=O tert-butyl 3-[2-[2-[2-[2-[2-[2-[[2-(2,6-dioxo-3-piperidyl)-1,3-dioxo-isoindolin-4-yl]amino]ethoxy]ethoxy]ethoxy]ethoxy]ethoxy]ethoxy]propanoate